BrC(C(=O)OCC)=C(C)C ethyl 2-bromo-3-methylbut-2-enoate